C(C1=CC=CC=C1)C=1C=C2C(=NN(C2=CC1)C1OCCCC1)I 5-benzyl-3-iodo-1-(tetrahydro-2H-pyran-2-yl)-1H-indazole